FC12CC(C1)(C2)N2C(C(N(C=C2)CC2=CC(=NO2)C2=NC=CC=C2)=O)=O 1-(3-fluorobicyclo[1.1.1]pentan-1-yl)-4-((3-(pyridin-2-yl)isoxazol-5-yl)methyl)-1,4-dihydropyrazine-2,3-dione